COC=1C=C2C=NC(=NC2=CC1)C1=C(C=C(C=C1)N(C1CCNCC1)C)O 2-(6-methoxyquinazolin-2-yl)-5-(methyl-(piperidin-4-yl)amino)-phenol